C(C)(C)(C)OC(N(CC1=CC=C(C=C1)OC)CC=1NC(C=2SC(=C3OCCCC1C23)Br)=O)=O ((1-bromo-3-oxo-4,6,7,8-tetrahydro-3H-9-oxa-2-thia-4-azabenzo[cd]azulen-5-yl)methyl)(4-methoxybenzyl)carbamic acid tert-butyl ester